1-(1,1-difluoropropyl)pyrazolo[4,3-c]pyridine-6-carboxylic acid FC(CC)(F)N1N=CC=2C=NC(=CC21)C(=O)O